Nitroso Pantoate C([C@H](O)C(C)(C)CO)(=O)ON=O